ethyl-1-[6-(1-methyl-4-piperidyloxy)-2-pyridyl]-6-(1-methyl-4-pyrazolylamino)-1,2-dihydro-3H-1,2,5,7-tetraazainden-3-one C(C)N1N(C2=NC(=NC=C2C1=O)NC=1C=NN(C1)C)C1=NC(=CC=C1)OC1CCN(CC1)C